4-(((2Z)-3-cyclohexyl-5-(4-methylbenzylidene)-4-oxothiazolidin-2-ylidene)amino)benzenesulphonamide C1(CCCCC1)N1/C(/SC(C1=O)=CC1=CC=C(C=C1)C)=N/C1=CC=C(C=C1)S(=O)(=O)N